(2R,3R,4R,5S)-5-((2,6-Dimethoxypyrimidin-4-yl)amino)-2-(hydroxymethyl)tetrahydro-2H-pyran-3,4-diol COC1=NC(=CC(=N1)N[C@@H]1[C@H]([C@H]([C@H](OC1)CO)O)O)OC